8-(2,3-dimethoxyphenyl)-9-(4-((1-(3-fluoropropyl)azetidin-3-ylidene)methyl)phenyl)-6,7-dihydro-5H-benzo[7]annulene-3-carboxylic acid COC1=C(C=CC=C1OC)C=1CCCC2=C(C1C1=CC=C(C=C1)C=C1CN(C1)CCCF)C=CC(=C2)C(=O)O